1,4-dioxa-7,9-diphenyl-8-[2,6-bis(2,3,4,5,6-pentamethylphenyl)phenyl]-8-phosphaspiro[4.5]decane C1(=CC=CC=C1)C1CC2(OCCO2)CC(P1C1=C(C=CC=C1C1=C(C(=C(C(=C1C)C)C)C)C)C1=C(C(=C(C(=C1C)C)C)C)C)C1=CC=CC=C1